C(C)[NH+](C)C N-ethyl-N,N-dimethylammonium